OCCCC=1N=C(C(N(C1)C1=CC=C(C=C1)S(=O)(=O)N(C)C)=O)C=1C=NC=NC1 4-(5-(3-hydroxypropyl)-2-oxo-3-(pyrimidin-5-yl)pyrazin-1(2H)-yl)-N,N-dimethylbenzenesulfonamide